NC1=NN(C2=CC=CC(=C12)C1=CC=C(C=C1)C(C)(C)C)CC(=O)O 2-(3-amino-4-(4-(tert-butyl)phenyl)-1H-indazol-1-yl)acetic acid